trans-4-(2-(2,4-dihydroxyphenyl)-6-(benzenesulfonyl)imidazo[4,5-d]pyrrolo[2,3-b]pyridine-1(6H)-yl)cyclohexanecarbonitrile OC1=C(C=CC(=C1)O)C1=NC=2C(=C3C(=NC2)N(C=C3)S(=O)(=O)C3=CC=CC=C3)N1[C@@H]1CC[C@H](CC1)C#N